(2-chloro-4-(2-((3,4-dichlorophenyl)thio)acetyl)-5-methylphenyl)-N-ethyl-N-methylformimidamide ClC1=C(C=C(C(=C1)C(CSC1=CC(=C(C=C1)Cl)Cl)=O)C)C(N(C)CC)=N